(1R,3S)-3-(5-((2-(2-(1,3-dioxolan-2-yl)-3-((4-methoxybenzyl)oxy)phenyl)pyrazolo[1,5-a]pyrazin-4-yl)amino)-1-(tert-butyl)-1H-pyrazol-3-yl)cyclopentyl isopropylcarbamate C(C)(C)NC(O[C@H]1C[C@H](CC1)C1=NN(C(=C1)NC=1C=2N(C=CN1)N=C(C2)C2=C(C(=CC=C2)OCC2=CC=C(C=C2)OC)C2OCCO2)C(C)(C)C)=O